(+)-6-(difluoromethyl-d)-8-((1S,2R,3S)-3-hydroxy-2-methylcyclopentyl)-2-((1-(methylsulfonyl)piperidin-4-yl-3,3,4,5,5-d5)-amino)pyrido[2,3-d]pyrimidin-7(8H)-one FC(C1=CC2=C(N=C(N=C2)NC2(C(CN(CC2([2H])[2H])S(=O)(=O)C)([2H])[2H])[2H])N(C1=O)[C@@H]1[C@H]([C@H](CC1)O)C)([2H])F